N(C(=O)N)C(C(=O)O)NC(=O)N diureidoacetic acid